FCCCCCCCCC(CO)CCCCCC 10-fluoro-2-hexyl-1-decanol